dimethyl 4-((4-ethylphenyl) ethynyl)-3,7-dimethylnaphthalene-1,2-dicarboxylate C(C)C1=CC=C(C=C1)C#CC=1C(=C(C(=C2C=C(C=CC12)C)C(=O)OC)C(=O)OC)C